ClCC(=O)NC1=CC(=C(C=C1)C=1C=C2C(=CN1)N(N=C2C=2C=NN(C2)C)C(=O)OC(C)(C)C)C tert-Butyl 5-(4-(2-chloroacetamido)-2-methylphenyl)-3-(1-methyl-1H-pyrazol-4-yl)-1H-pyrazolo[3,4-c]pyridine-1-carboxylate